NC1=CC(=NC=C1C(=O)N1CCC=2N(N=C3CCN(C[C@H]1C23)C(C=C)=O)CC2=CC=CC=C2)C(F)(F)F |r| racemic-1-(5-(4-amino-6-(trifluoromethyl)nicotinoyl)-2-benzyl-2,3,4,5,5a,6,8,9-octahydro-7H-1,2,5,7-tetraazabenzo[cd]azulen-7-yl)prop-2-en-1-one